ClC=1C(=NC(=C(C1)F)C1=C(C=C(C(=C1)Cl)C(F)(F)F)C)C(=O)OC Methyl 3-chloro-6-(5-chloro-2-methyl-4-(trifluoromethyl) phenyl)-5-fluoropicolinate